[N+](=O)(OCCCOC1CN(C1)S(=O)(=O)C1=CC(=C(C=C1)OCC)C=1NC(C2=C(N1)C(=NN2C)CCC)=O)[O-] 3-((1-((4-ethoxy-3-(1-methyl-7-oxo-3-propyl-6,7-dihydro-1H-pyrazolo[4,3-d]pyrimidin-5-yl)phenyl)sulfonyl)azetidin-3-yl)oxy)propyl nitrate